aluminum bis(8-hydroxy-2-methylquinoline) OC=1C=CC=C2C=CC(=NC12)C.OC=1C=CC=C2C=CC(=NC12)C.[Al]